methyl 3-bromo-4-(((1-((tert-butyldiphenylsilyl) oxy) cyclopropyl) methyl) amino)-5-nitrobenzoate BrC=1C=C(C(=O)OC)C=C(C1NCC1(CC1)O[Si](C1=CC=CC=C1)(C1=CC=CC=C1)C(C)(C)C)[N+](=O)[O-]